S1CC(C1)SCCSC(CSCCSC1CSC1)SC1CSC1 1,8-bis(3-thietanylthio)-4-(3-thietanylthio)-3,6-dithiaoctane